4-(3-bromopropionyl)-3,4-dihydroquinoxalin-2(1H)-one BrCCC(=O)N1CC(NC2=CC=CC=C12)=O